(R)-(1-(2'-(dimethylphosphoryl)-2,3-difluoro-[1,1'-biphenyl]-4-yl)-2-oxopyrrolidin-3-yl)carbamic acid tert-butyl ester C(C)(C)(C)OC(N[C@H]1C(N(CC1)C1=C(C(=C(C=C1)C1=C(C=CC=C1)P(=O)(C)C)F)F)=O)=O